C(C)OC(C(=C)C)=O.C(C(O)CO)(=O)N glyceramide ethyl-methacrylate